ClC1=CC2=C(N(C(N2C2CCN(CC2)C2COC2)=O)CC2=CC=C(C=C2)C=2OC(=NN2)C(F)F)C=C1Cl 5,6-dichloro-1-(4-(5-(difluoromethyl)-1,3,4-oxadiazole-2-yl)benzyl)-3-(1-(oxetan-3-yl)piperidine-4-yl)-1,3-dihydro-2H-benzo[d]imidazole-2-one